C(C)(=O)C1=CC=C(C=C1)NC(=O)NC(C(=O)O)CC 2-([(4-ACETYLPHENYL)CARBAMOYL]AMINO)BUTANOIC ACID